BrC=1C=C(C(=NC1)OC)N(CC1=CC=C(C=C1)OC)CC1=CC=C(C=C1)OC 5-bromo-2-methoxy-N,N-bis(4-methoxybenzyl)pyridin-3-amine